4-((2-(4-Fluorophenoxy)-5-(1H-pyrazol-4-yl)benzamido)methyl)benzoic acid FC1=CC=C(OC2=C(C(=O)NCC3=CC=C(C(=O)O)C=C3)C=C(C=C2)C=2C=NNC2)C=C1